2-(p-dodecyloxyphenyl)pyrazine-5-carboxylic acid C(CCCCCCCCCCC)OC1=CC=C(C=C1)C1=NC=C(N=C1)C(=O)O